N1C=NC2=C1C=C(C=C2)N2C(SC(C2=O)C)C2=CC=CC=C2 3-(1H-Benzo[d]imidazol-6-yl)-5-methyl-2-phenylthiazolidin-4-on